C1(CC1)NC(=O)C1=NOC2=C1CN(CC2)C(=O)C=2NC1=CC=CC=C1C2 N-cyclopropyl-5-(1H-indole-2-carbonyl)-4,5,6,7-tetrahydroisoxazolo[4,5-c]pyridine-3-carboxamide